2-(2-((2S,4R)-2-(aminomethyl)-5-chloro-2-phenyl-2,3-dihydrobenzofuran-4-yl)-3-fluorophenoxy)ethan-1-amine NC[C@@]1(OC2=C(C1)C(=C(C=C2)Cl)C2=C(OCCN)C=CC=C2F)C2=CC=CC=C2